OC(=O)C(F)(F)F.NC1(CCNCC1)C(=O)O 4-amino-piperidine-4-carboxylic acid TFA salt